C(=O)N(CCCCCCN(C1CC(NC(C1)(C)C)(C)C)C=O)C1CC(NC(C1)(C)C)(C)C N,N'-bisformyl-N,N'-bis(2,2,6,6-tetramethyl-4-piperidinyl)-hexamethylendiamine